C(C)O[Si]1(N(CCC1)CCCCCCCC[Si](OC)(OC)OC)C 2-ethoxy-2-methyl-N-(trimethoxysilyloctyl)-1-aza-2-silacyclopentane